1,3-bis-methyl-4,5-dihydroxyimidazolidine-2-one CN1C(N(C(C1O)O)C)=O